C(C)(=O)[O-].C(CCCCCCC)[NH+]1C(=CC=C1)CC 1-Octyl-2-ethylpyrrolium acetat